C(CCCCCCC)(=O)OCCCCOC(CCCCCCC)=O 1,4-butanediol dicaprylate